OC(CO)C1OB(OC1C(CO)O)[C@H](CC(C)C)C1C(=NOC1C(=O)N)CNC(C1=NC(=CC=C1)Cl)=O (1R)-1-(4,5-bis(1,2-dihydroxyethyl)-1,3,2-dioxaborolan-2-yl)-3-methylbutyl-3-((6-chloropicolinamido)methyl)-4,5-dihydroisoxazol-5-carboxamide